C1=C(C=CC2=CC=CC=C12)C1=C2C=CC=CC2=C(C2=CC=CC=C12)C1=CC=C(C=C1)N1C(=NC2=C1C=CC=C2)C2=CC=CC=C2 1-(4-(10-(naphthalen-2-yl)anthracene-9-yl)phenyl)-2-phenyl-1H-benzo[d]imidazole